10-Acetyl-2-bromo-7-trifluoromethylphenoxazine C(C)(=O)N1C2=CC=C(C=C2OC=2C=CC(=CC12)Br)C(F)(F)F